CC(CC)(CCC(CC)C)O 3,6-dimethyl-3-octanol